1-(2-(benzylamino)-2-oxoethyl)-1-(2-((2-((2-hydroxyethyl)(methyl)carbamoyl)-4-methylthiophen-3-yl)amino)-2-oxoethyl)azepan-1-ium C(C1=CC=CC=C1)NC(C[N+]1(CCCCCC1)CC(=O)NC1=C(SC=C1C)C(N(C)CCO)=O)=O